Aluminium nitrit N(=O)[O-].[Al+3].N(=O)[O-].N(=O)[O-]